(R)-tert-butyl(3-((2-(N,N-bis(4-methoxybenzyl)sulfamoyl)-4-iodo-3-(2-(4-methoxybenzyl)-2H-tetrazol-5-yl)phenyl)thio)-2-hydroxypropyl)carbamate C(C)(C)(C)OC(NC[C@H](CSC1=C(C(=C(C=C1)I)C=1N=NN(N1)CC1=CC=C(C=C1)OC)S(N(CC1=CC=C(C=C1)OC)CC1=CC=C(C=C1)OC)(=O)=O)O)=O